BrC1=C(C=2C3=CC=CC=C3C3=CC=CC=C3C2C=C1)Cl 2-bromo-1-chlorotriphenylene